C1(=CC=C(C=C1)SC1=C(N)C=CC=C1)C 2-(p-tolylthio)aniline